N[C@H](C(=O)NC1=CC=C(C=C1)C=1N(C=NC1)C)C(C1=CC=CC=C1)C1=CC=CC=C1 (2S)-2-amino-N-[4-(3-methylimidazol-4-yl)phenyl]-3,3-diphenyl-propanamide